C(=O)(O)CNCCN(CC(=O)O)CC(=O)O tris(carboxymethyl)ethylenediamine